C1(CCC1)CNCC=1NC2=CC(=CC=C2C1)CNC(=O)C=1N=C2C=3N(N=CC3OCCN2C)C1 N-((2-(((cyclobutylmethyl)amino)methyl)-1H-indol-6-yl)methyl)-6-methyl-7,8-dihydro-6H-9-oxa-2,2a,5,6-tetraazabenzo[cd]azulene-4-carboxamide